ClC=1C=C2C(=NC1C1=CC=C(C=C1)C1=CC=C(C=C1)CN1CC(C1)OCCOC)N=C(N2)OC2CCC(CC2)C(=O)O 4-((6-chloro-5-(4'-((3-(2-methoxyethoxy)azetidin-1-yl)methyl)-[1,1'-biphenyl]-4-yl)-1H-imidazo[4,5-b]pyridin-2-yl)oxy)cyclohexane-1-carboxylic acid